O1C=C(C(=O)C2=CC=CC=C12)C1=CC=CC=C1 cis-isoflavone